C(C)C1(OC2=CC=C(C=C2C(C1)=O)C1=NC(=NO1)C1=CC=C(C(=O)N(C)C)C=C1)CC 4-(5-(2,2-diethyl-4-oxochroman-6-yl)-1,2,4-oxadiazol-3-yl)-N,N-dimethylbenzamide